(S)-3-(4,6-difluoro-1-oxo-5-(piperidin-4-yl)isoindolin-2-yl)piperidine-2,6-dione, benzenesulfonic acid salt C1(=CC=CC=C1)S(=O)(=O)O.FC1=C2CN(C(C2=CC(=C1C1CCNCC1)F)=O)[C@@H]1C(NC(CC1)=O)=O